OC1=CC=C(C=CC(=O)NC=2C(C(=O)O)=CC=CC2O)C=C1 N-(4'-hydroxycinnamoyl)-3-hydroxyanthranilic acid